4-(4-((S)-1-((5-(4-fluorophenoxy)pyridin-2-yl)amino)-1-oxopropan-2-yl)-2,2-dimethylpiperazine-1-carbonyl)-2-(2,2,2-trifluoro-1-hydroxyethyl)pyridine 1-oxide FC1=CC=C(OC=2C=CC(=NC2)NC([C@H](C)N2CC(N(CC2)C(=O)C2=CC(=[N+](C=C2)[O-])C(C(F)(F)F)O)(C)C)=O)C=C1